N1=C(C=NC=C1)N[C@@](COC)(C(=O)N[C@@H](CSC)C(=O)N[C@@H](CC(C)C)C(=O)C1(OC1)C)C=O N-pyrazinyl-2-formyl-O-methyl-L-seryl-S-methyl-L-cysteinyl-L-leucyl-methyloxirane